1-(4-Fluorophenyl)-3-methoxy-1H-benzo[g]indazol-4,5-dion FC1=CC=C(C=C1)N1N=C(C=2C(C(C3=C(C12)C=CC=C3)=O)=O)OC